4-[1-(3,4-dichlorophenyl)-5-methyl-1H-pyrazol-3-yloxy]-N,N-diethylbutan-1-amine ClC=1C=C(C=CC1Cl)N1N=C(C=C1C)OCCCCN(CC)CC